NCCOCCOCCOCCNC(=O)C1=CC(=C(C(=O)[O-])C=C1)C1=C2C(=CC(C=C2)=[N+]2CCC2)[Si]2(CCCCC2)C2=C1C=CC(=C2)N2CCC2 4-((2-(2-(2-(2-aminoethoxy)ethoxy)ethoxy)ethyl) carbamoyl)-2-(3-(azetidin-1-ium-1-ylidene)-7-(azetidin-1-yl)-3H-spiro[dibenzo[b,e]siline-5,1'-silinan]-10-yl)benzoate